4-(4-acryloylpiperazin-1-yl)-6-chloro-7-(5-methyl-1H-indazol-4-yl)quinoline-3-carbonitrile C(C=C)(=O)N1CCN(CC1)C1=C(C=NC2=CC(=C(C=C12)Cl)C1=C2C=NNC2=CC=C1C)C#N